FC=1C=CC(=NC1)NC(CN1C=2N(C(C3=C1C(N(C3)C(C)C)=O)=O)N=C(C2)C=2C=NC(=CC2C)SC)=O N-(5-fluoropyridin-2-yl)-2-(6-isopropyl-2-(4-methyl-6-(methylthio)pyridin-3-yl)-5,8-dioxo-5,6,7,8-tetrahydro-4H-pyrazolo[1,5-a]pyrrolo[3,4-d]pyrimidin-4-yl)acetamide